N1N=C(C=C1)C1=CC=C(C2=C1N=NS2)C2=NNC=C2 4,7-bis(pyrazolyl)benzothiadiazole